[Br-].C(CCCCC)[N+]1=CC=CC=C1 N-hexyl-pyridinium bromide